dimethyl-triphenyl-methane CC=1C(=C(C=CC1)C(C1=CC=CC=C1)C1=CC=CC=C1)C